N-[1-(2,4-Difluorophenyl)ethyl]-1,4-dihydro-2,4-dioxo-3(2H)-quinazolineacetamide FC1=C(C=CC(=C1)F)C(C)NC(CN1C(NC2=CC=CC=C2C1=O)=O)=O